1-methyl-3-[(E)-2-[4-(trifluoromethoxy)phenyl]vinyl]indazole-6-carbaldehyde CN1N=C(C2=CC=C(C=C12)C=O)\C=C\C1=CC=C(C=C1)OC(F)(F)F